1-(4-fluorophenyl)-6-methyl-5-(4-((1-(tetrahydrofuran-3-yl)-1H-pyrazol-4-yl)sulfonyl)-4,7-diazaspiro[2.5]octan-7-yl)-1H-indazole FC1=CC=C(C=C1)N1N=CC2=CC(=C(C=C12)C)N1CCN(C2(CC2)C1)S(=O)(=O)C=1C=NN(C1)C1COCC1